tert-butyl (3S,4R)-3-(1,3-dioxoisoindol-2-yl)-4-hydroxypiperidine-1-carboxylate O=C1N(C(C2=CC=CC=C12)=O)[C@H]1CN(CC[C@H]1O)C(=O)OC(C)(C)C